S(=O)(=O)(O)CCC[N+](C)(C)CCOC(C(=C)C)=O 3-sulfopropylmethacryloxyethyldimethyl-ammonium